C1(=CC=CC=C1)O[C@@H](C(=O)N(C)OC)[C@@H]([C@@H](COC1=CC=CC=C1)O)OC1=CC=CC=C1 (2R,3R,4R)-2,3,5-tris(phenyloxy)-4-hydroxy-N-methoxy-N-methylpentanamide